ClC1=C(C(=CC=C1)Cl)N1N=C(C(=C1)NC1=CC=C(C=C1)NS(=O)(=O)C)C(=O)N 1-(2,6-dichlorophenyl)-4-((4-(methylsulfonamido)phenyl)amino)-1H-pyrazole-3-carboxamide